C1(CC1)C1=CC(=NN1)NC(CC=1C=NN(C1)C1=NC(=CC=C1)N(C)C)=O N-(5-cyclopropyl-1H-pyrazol-3-yl)-2-(1-(6-(dimethylamino)pyridin-2-yl)-1H-pyrazol-4-yl)acetamide